2,5-diphenylamino-terephthalic acid C1(=CC=CC=C1)NC1=C(C(=O)O)C=C(C(=C1)C(=O)O)NC1=CC=CC=C1